[Br].C(=C)N1CN(C=C1)CC1=CC=CC=C1 1-vinyl-3-benzyl-imidazole bromine salt